NCC1=CC=C(C=C1)C1=CSC2=C1N=C(N=C2)NC2=CC=C(C=C2)CN2CCOCC2 7-(4-(aminomethyl)phenyl)-N-(4-(morpholinomethyl)phenyl)thieno-[3,2-d]pyrimidin-2-amine